1-Methyl-N-(4-((4-(4-(trifluoromethyl)piperidin-1-yl)phenyl)amino)benzyl)-1H-imidazole-5-carboxamide CN1C=NC=C1C(=O)NCC1=CC=C(C=C1)NC1=CC=C(C=C1)N1CCC(CC1)C(F)(F)F